C[C@H]([C@H]1C(=O)N[C@H](C(=O)N[C@H](C(=O)N[C@H](C(=O)N[C@@H](CSSC[C@@H](C(=O)N[C@H](C(=O)N[C@H](C(=O)N[C@H](C(=O)N[C@H](C(=O)N[C@H](C(=O)N[C@H](C(=O)N1)CCCCN)CC2=CNC3=CC=CC=C32)CC4=CC=CC=C4)CC5=CC=CC=C5)CC(=O)N)CCCCN)NC(=O)CNC(=O)[C@H](C)N)C(=O)O)CO)[C@@H](C)O)CC6=CC=CC=C6)O The molecule is a fourteen-membered heterodetic cyclic peptide comprising the sequence Ala-Gly-Cys-Lys-Asn-Phe-Phe-Trp-Lys-Thr-Phe-Thr-Ser-Cys cyclised by a disulfide bridge between the two Cys residues at positions 3 and 14. It is a heterodetic cyclic peptide and a peptide hormone.